5-amino-8-[2-(azetidin-1-yl)-6-methyl-4-pyridinyl]-7-phenyl-2-(2-phenylethyl)-[1,2,4]triazolo[4,3-c]pyrimidin-3-one NC1=NC(=C(C=2N1C(N(N2)CCC2=CC=CC=C2)=O)C2=CC(=NC(=C2)C)N2CCC2)C2=CC=CC=C2